C(C)(=O)C=1N=CC(=NC1)C=1C(=CC(=NC1)NC(C)=O)NC1=NC(=NC(=C1)C)C(C)(F)F N-(5-(5-acetylpyrazin-2-yl)-4-((2-(1,1-difluoroethyl)-6-methylpyrimidin-4-yl)amino)pyridin-2-yl)acetamide